C(\C=C/C(=O)O)(=O)O.OC(COC1=NC=CC=C1C(=N)Cl)CN1CCCCC1 [2-hydroxy-3-(1-piperidinyl)propoxy]-3-pyridine-carboximidoylchloride maleate